ClC=1C=C(C=C(C1OC1=CN(C(C=C1)=O)C(C)C)Cl)N1N=C(C(NC1=O)=O)NC([O-])=O (2-(3,5-dichloro-4-((1-isopropyl-6-oxo-1,6-dihydropyridin-3-yl)oxy)phenyl)-3,5-dioxo-2,3,4,5-tetrahydro-1,2,4-triazin-6-yl)carbamate